(E)-3-(1,3-Benzodioxol-5-yl)-1-(2,4-dihydroxyphenyl)prop-2-en-1-one O1COC2=C1C=CC(=C2)/C=C/C(=O)C2=C(C=C(C=C2)O)O